OC1=C(C=C(C=C1C)C(=O)C1=CC(=C(C(=C1)C)O)C)C bis(4-hydroxy-3,5-xylyl)methanone